ClC=1C(=CC(=NC1)NC(=O)[C@@H]1C[C@@H](CCC1)NC(CCO)=O)C1=C2N(N=C1)CC(C2)(C)C (1s,3r)-N-(5-chloro-4-(5,5-dimethyl-5,6-dihydro-4H-pyrrolo[1,2-b]pyrazol-3-yl)pyridin-2-yl)-3-(3-hydroxypropionamido)cyclohexanecarboxamide